FC1=C(C=C(C(=C1)C1=NC(=CC=C1)OCC=1C=NC(=CC1)OC)F)CC=1N(C2=C(N1)C=CC(=C2)C(=O)O)CCOC 2-[[2,5-difluoro-4-[6-[(6-methoxy-3-pyridyl)methoxy]-2-pyridyl]phenyl]methyl]-3-(2-methoxyethyl)benzimidazole-5-carboxylic acid